(R)-5-(3-((4,5-dihydro-1H-imidazol-2-yl)amino)pyrrolidin-1-yl)-N-(8-fluoro-2-methylimidazo[1,2-a]pyridin-6-yl)pyrazine-2-carboxamide Di-sodium citrate C(CC(O)(C(=O)O)CC(=O)[O-])(=O)[O-].[Na+].[Na+].N1C(=NCC1)N[C@H]1CN(CC1)C=1N=CC(=NC1)C(=O)NC=1C=C(C=2N(C1)C=C(N2)C)F